butyl 4-chloro-7-(7-fluoroimidazo[1,2-a]pyridin-3-yl)-3-oxo-1,3-dihydro-2H-pyrrolo[3,4-c]pyridine-2-carboxylate ClC1=NC=C(C2=C1C(N(C2)C(=O)OCCCC)=O)C2=CN=C1N2C=CC(=C1)F